(R)-1-((4S,5R)-5-((S)-1-azido-2-((6-(benzyloxy)hexyl)amino)ethyl)-2,2-dimethyl-1,3-dioxolan-4-yl)-2-((triisopropylsilyl)oxy)ethan-1-ol N(=[N+]=[N-])[C@@H](CNCCCCCCOCC1=CC=CC=C1)[C@@H]1[C@@H](OC(O1)(C)C)[C@@H](CO[Si](C(C)C)(C(C)C)C(C)C)O